5-(4'-fluoro-2,2'-dimethylbiphenyl-4-yl)-3,6-dihydro-2H-1,3,4-oxadiazin-2-one FC1=CC(=C(C=C1)C1=C(C=C(C=C1)C1=NNC(OC1)=O)C)C